monostearyl-glycerol C(CCCCCCCCCCCCCCCCC)C(CO)(O)CO